methyl anti-ricinoleate C(CCCCCCC\C=C/C[C@H](O)CCCCCC)(=O)OC